trimethylammonia CN(C)C